2,4-bis(methylthio)phenylboronic acid CSC1=C(C=CC(=C1)SC)B(O)O